3-(4-((S)-2-((S)-3,3-difluorocyclohexyl)-2-(1,2,3,4-tetrahydropyrrolo[1,2-a]pyrazine-6-carboxamido)acetamido)phenyl)-2,4-dimethylpyridine 1-oxide FC1(C[C@H](CCC1)[C@@H](C(=O)NC1=CC=C(C=C1)C=1C(=[N+](C=CC1C)[O-])C)NC(=O)C1=CC=C2N1CCNC2)F